NC1=C2N=CN(C2=NC=N1)C[C@@H](C)OCP(OCCCCCCCCCCCCCCCCCCC#C)([O-])=O.[NH4+] ammonium icos-19-yn-1-yl (R)-(((1-(6-amino-9H-purin-9-yl)propan-2-yl)oxy)methyl)phosphonate